FC(CC(CO)O)(C(F)(F)F)F pentafluoropropylethylene glycol